C(C)(C)C1=C(NC2=CC=C(C=C12)C1CCN(CC1)C1COC1)C=1C=C(C=2N(C1)N=NC2)C 6-(3-isopropyl-5-(1-(oxetan-3-yl)piperidin-4-yl)-1H-indol-2-yl)-4-methyl-[1,2,3]triazolo[1,5-a]pyridine